C(CCCCCCCCCC)N.C(CCCCCCCCCC)N.C(C1=CC=C(C(=O)O)C=C1)(=O)O terephthalic acid bis(n-undecylamine) salt